C(C)S(=O)(=O)C1=NN2C(N=CC=C2C(F)(F)F)=C1C1=NC=C(N=C1)OCC(C(F)(F)F)(F)F 2-(ethylsulfonyl)-3-(5-(2,2,3,3,3-pentafluoropropoxy)pyrazin-2-yl)-7-(trifluoromethyl)pyrazolo[1,5-a]pyrimidine